C1(=CC=CC=C1)C=1N(C(=NN1)SC(C(=O)NC1=C(C2=C(S1)CCC2)C(=O)N)C)C2=CC=CC=C2 2-{2-[(diphenyl-4H-1,2,4-triazol-3-yl)sulfanyl]propanamido}-4H,5H,6H-cyclopenta[b]thiophene-3-carboxamide